ClC1=C(OCC2=NC=CC(=C2)CC2(CCN(CC2)CC2=NC3=C(N2CC2=CN=CN2CC)C=C(C=C3)C(=O)O)CF)C=CC(=C1)Cl 2-((4-((2-((2,4-Dichlorophenoxy)methyl)pyridin-4-yl)methyl)-4-(fluoromethyl)piperidin-1-yl)methyl)-1-((1-ethyl-1H-imidazol-5-yl)methyl)-1H-benzo[d]imidazole-6-carboxylic acid